FC1=C(C(=CC(=C1)C(F)(F)F)O)C1=NN=C(C2=CC=CC=C12)NC[C@@H](CO)O (2S)-3-[[4-[2-fluoro-6-hydroxy-4-(trifluoromethyl)phenyl]phthalazin-1-yl]amino]propane-1,2-diol